3'-Methyl-5'-(trideuteriomethyl)spiro[cyclopropane-1,6'-thieno[2,3-c]pyrrole]-4'-one CC1=CSC=2C3(N(C(C21)=O)C([2H])([2H])[2H])CC3